ClC1=NC(=NC(=C1C(F)F)Cl)N 4,6-dichloro-5-(difluoromethyl)pyrimidin-2-amine